C1=CC(=CC=C1C=O)C=O 1,4-PHTHALALDEHYDE